FC(C=1C=C2C3C=CN(C(C2=CC1)C3)C(=O)OCC3=CC=CC=C3)(F)F benzyl 4-(trifluoromethyl)-9-azatricyclo[6.3.1.02,7]dodeca-2,4,6,10-tetraene-9-carboxylate